(S)-4-((2-phenoxyethyl)(4-(5,6,7,8-tetrahydro-1,8-naphthyridin-2-yl)butyl)amino)-2-(2-(p-tolyl)acetamido)butanoic acid O(C1=CC=CC=C1)CCN(CC[C@@H](C(=O)O)NC(CC1=CC=C(C=C1)C)=O)CCCCC1=NC=2NCCCC2C=C1